6-(4-isopropyl-3-(5-(piperazine-1-yl)pyridine-2-yl)-1H-pyrazol-5-yl)-8-methoxy-[1,2,4]Triazolo[1,5-a]Pyridine C(C)(C)C=1C(=NNC1C=1C=C(C=2N(C1)N=CN2)OC)C2=NC=C(C=C2)N2CCNCC2